CC1=CC=C(C=C1)N1C(C2=C(C1(C1=CC=C(C=C1)CC#N)C1=CC=C(C=C1)CC#N)C=CC=C2)=O 2-(4-methylphenyl)-3,3-bis(4-cyanomethylphenyl)benzo[c]Pyrrolidone